(3,6-dihydro-2H-pyran-4-yl)-2-(1-fluoronaphthalen-2-yl)-4(s)-(4-fluorophenyl)-1H-imidazole O1CCC(=CC1)N1C(=NC(=C1)C1=CC=C(C=C1)F)C1=C(C2=CC=CC=C2C=C1)F